(S)-8-bromo-N-(1-((1-cyanocyclopropyl)amino)-4-methyl-1-oxopentan-2-yl)dibenzo[b,d]furan-3-carboxamide BrC=1C=CC2=C(C3=C(O2)C=C(C=C3)C(=O)N[C@H](C(=O)NC3(CC3)C#N)CC(C)C)C1